(cyclobutyl)methyl-(cyclopropyl)methyl-dimethoxysilane C1(CCC1)C[Si](OC)(OC)CC1CC1